CC=1N=C2N(N=C(C=C2C)C2=CC3=C(N=C(S3)N(C3CCNCC3)C)C(=C2)F)C1 6-(2,8-Dimethylimidazo[1,2-b]pyridazin-6-yl)-4-fluoro-N-methyl-N-(piperidin-4-yl)-1,3-benzothiazol-2-amin